C(=O)(O)CCN(CCC(=O)O)C(CCCCCCCCCCCCC)=O N-(2-carboxyethyl)-N-(1-oxo-tetradecyl)-beta-alanine